butylpyridinium hydrogensulfate S(=O)(=O)(O)[O-].C(CCC)[N+]1=CC=CC=C1